2-amino-5-bromo-3-iodobenzoic acid NC1=C(C(=O)O)C=C(C=C1I)Br